ClC1=CC=C(C=C1)[C@@H](N1C(C2=C(C=C(C=C2C1=O)C(C)(C)O)F)OC[C@@H]1C[C@H](C1)O)C1=NC=CC=C1C#N [(1R)-1-(4-chlorophenyl)-7-fluoro-5-(2-hydroxypropan-2-yl)-3-oxo-1-{[(trans-3-hydroxycyclobutyl)methoxy]-2,3-dihydro-1H-isoindol-2-yl}methyl]pyridine-3-carbonitrile